C(C)(C)(C)OC(=O)N1CCC(CC1)C=1C=CC2=C3N(N=C2C1)[C@@H](CN(C3)C3=CC=C(C=1N3N=CN1)I)C (R)-4-(2-(8-iodo-[1,2,4]triazolo[1,5-a]pyridine-5-yl)-4-methyl-1,2,3,4-tetrahydropyrazino[1,2-b]indazol-8-yl)piperidine-1-carboxylic acid tert-butyl ester